CS(=O)(=O)N1CCC2(CC(OC2=O)CCN2CCN(CC2)C2=C(C=C(C#N)C=C2)N2CCOCC2)CC1 4-(4-(2-(8-(methylsulfonyl)-1-oxo-2-oxa-8-azaspiro[4.5]dec-3-yl)ethyl)piperazin-1-yl)-3-morpholinobenzonitrile